1-Benzyl-3-hydroxy-4-{[(furan-2-ylmethyl)amino]methyl}pyridin-2(1H)-one C(C1=CC=CC=C1)N1C(C(=C(C=C1)CNCC=1OC=CC1)O)=O